4-(4-tert-butoxycarbonyl-1,4-oxazepan-3-yl)-5-chloro-thiophene-2-carboxylic acid C(C)(C)(C)OC(=O)N1C(COCCC1)C=1C=C(SC1Cl)C(=O)O